C[C@H]1CC[C@@H](N(C1)C(=O)OC(C)(C)C)C=1C=CC2=CN(N=C2C1)[C@H]1CC(N(CC1)C)(C)C |&1:23| Racemic-tert-butyl (2R,5S)-5-methyl-2-[2-(1,2,2-trimethyl-4-piperidyl)indazol-6-yl]piperidine-1-carboxylate